C(C)OC(=O)C1=CCOC=C1 Pyran-4-carboxylic acid ethyl ester